C(C1=C(C(=O)OCC=C)C(C(=O)OCC=C)=C(C(=O)OCC=C)C(C(=O)OCC=C)=C1C(=O)OCC=C)(=O)OCC=C hexaallyl mellitate